N-(1-(4-(2-(2-aminopyridin-3-yl)-5-phenyl-3H-imidazo[4,5-b]pyridin-3-yl)benzyl)piperidin-4-yl)-2-cyano-N-methylpyrimidine-4-carboxamide NC1=NC=CC=C1C1=NC=2C(=NC(=CC2)C2=CC=CC=C2)N1C1=CC=C(CN2CCC(CC2)N(C(=O)C2=NC(=NC=C2)C#N)C)C=C1